7-fluoro-3-iodo-8-methylimidazo[1,2-a]pyridine FC1=C(C=2N(C=C1)C(=CN2)I)C